BrC1=C(C2=C(OCOC2)C=C1)[C@@H]1NC=2C=CC(=CC2[C@H]2[C@@H]1CC=C2)C(C)=O 1-((3aS,4R,9bR)-4-(6-bromobenzo[d][1,3]dioxan-5-yl)-3a,4,5,9b-tetrahydro-3H-cyclopenta[c]quinolin-8-yl)ethan-1-one